C(C)OC(=O)C1=CSC(=C1)C1=CC=C(C=C1)NC(=O)OC(C)(C)C 5-(4-((tert-butoxycarbonyl)amino)phenyl)thiophene-3-carboxylic acid ethyl ester